C(C)C1=CC(=C(C=C1OC(C)C)N1CCN(CC1)CC=1SC2=C(N1)C=CC=C2)C=2N=NNN2 2-[[4-[4-ethyl-5-isopropoxy-2-(2H-tetrazol-5-yl)phenyl]piperazin-1-yl]-methyl]-1,3-benzo-thiazole